2-(3-ethoxy-2-fluorophenyl)-4,4,5,5-tetramethyl-1,3,2-dioxaborolane C(C)OC=1C(=C(C=CC1)B1OC(C(O1)(C)C)(C)C)F